4'H,6'H-spiro[cyclohexane-1,5'-furo[2,3-b]pyran]-2'(7a'H)-one O1C(C=C2C1OCC1(C2)CCCCC1)=O